4-(((2S)-4-ethynyl-2-(4-(methoxycarbonyl)phenyl)piperidin-1-yl)methyl)-5-methoxy-7-methyl-1H-Indole-1-carboxylic acid tert-butyl ester C(C)(C)(C)OC(=O)N1C=CC2=C(C(=CC(=C12)C)OC)CN1[C@@H](CC(CC1)C#C)C1=CC=C(C=C1)C(=O)OC